C(#N)C=1C=C(C(=NC1)[C@H](C)NC(C(F)(F)C=1C(NC2=CC=NC(=C2C1C)C)=O)=O)F N-[(1S)-1-(5-cyano-3-fluoropyridin-2-yl)ethyl]-2-(4,5-dimethyl-2-oxo-1H-1,6-naphthyridin-3-yl)-2,2-difluoroacetamide